2-[4-[[1-ethyl-3-piperidyl]amino]phthalazin-1-yl]-5-methylsulfonyl-phenol C(C)N1CC(CCC1)NC1=NN=C(C2=CC=CC=C12)C1=C(C=C(C=C1)S(=O)(=O)C)O